[Si](C)(C)(C(C)(C)C)OC=1C=C2C(=NN(C2=CC1)C1OCCCC1)I 5-((tert-butyldimethylsilyl)-oxy)-3-iodo-1-(tetrahydro-2H-pyran-2-yl)-1H-indazole